ClC1=C(OCC=2C=C(OC3CCN(CC3)CC3=NC4=C(N3C[C@H]3OCC3)C(=C(C=C4)C(=O)O)F)C=CC2)C=CC(=C1)Cl 2-[(4-{3-[(2,4-dichlorophenoxy)methyl]phenoxy}piperidin-1-yl)methyl]-7-fluoro-1-{[(2S)-oxetan-2-yl]methyl}-1H-1,3-benzodiazole-6-carboxylic acid